N-[4-(3-chlorophenoxy)-3-sulfamoylphenyl]-2-(2-methylphenyl)acetamide ClC=1C=C(OC2=C(C=C(C=C2)NC(CC2=C(C=CC=C2)C)=O)S(N)(=O)=O)C=CC1